4-[3-[2,6-Dichloro-4-[(7S)-7-methoxy-5-oxa-2-azaspiro[3.4]octan-2-yl]benzoyl]-2,4-dihydro-1,3-benzoxazin-8-yl]-5-fluoro-2-(3-oxa-8-azabicyclo[3.2.1]octan-8-yl)benzoic acid ClC1=C(C(=O)N2COC3=C(C2)C=CC=C3C3=CC(=C(C(=O)O)C=C3F)N3C2COCC3CC2)C(=CC(=C1)N1CC2(C1)OC[C@H](C2)OC)Cl